NCCOCC(=O)O 5-amino-3-oxapentanoic acid